ClC1=CC(=C(N=N1)N1[C@@H]2[C@H](OCC1)CCN(C2)C(=O)OC(C)(C)C)C tert-butyl (4aS,8aR)-4-(6-chloro-4-methyl-pyridazin-3-yl)-3,4a,5,7,8,8a-hexahydro-2H-pyrido[4,3-b][1,4]oxazine-6-carboxylate